ethyl-2-(4-(trifluoromethyl)phenyl)-5-(3,4,5-trimethoxyphenyl)Azole-4-carboxamide C(C)C1=C(NC(=C1C(=O)N)C1=CC(=C(C(=C1)OC)OC)OC)C1=CC=C(C=C1)C(F)(F)F